5-amino-3-((5-(3-(4-methyl-1,4-diazepane-1-carbonyl)phenyl)furan-2-yl)methylene)indolin-2-one NC=1C=C2C(C(NC2=CC1)=O)=CC=1OC(=CC1)C1=CC(=CC=C1)C(=O)N1CCN(CCC1)C